COCCN1C(=NC=2C1=NC(=CC2)C=2C=CN1N=C(N=CC12)NC1CC2(COC2)C1)C 5-(3-(2-methoxyethyl)-2-methyl-3H-imidazo[4,5-b]pyridin-5-yl)-N-(2-oxaspiro[3.3]heptane-6-yl)pyrrolo[2,1-f][1,2,4]triazin-2-amine